C1=CC=CC=2C3=CC=CC=C3C(C12)COC(=O)N[C@@H](CC(=O)OC(C)(C)C)C(=O)N(CCCCCCCC)C (S)-tert-butyl 3-((((9H-fluoren-9-yl) methoxy) carbonyl) amino)-4-(methyl (octyl) amino)-4-oxobutanoate